4-Aminophenylacetic acid NC1=CC=C(C=C1)CC(=O)O